3-(hydroxymethyl)-1-methyl-pyrrolidin-2-one OCC1C(N(CC1)C)=O